9,10-dihydrophenanthrene-2,4,7-triol C1=C(C=C(C=2C3=CC=C(C=C3CCC12)O)O)O